(S)-N-((1S,2S)-2-hydroxycyclopentyl)-5-((2-methoxypyridin-3-yl)amino)-7-(methylamino)pyrazolo[1,5-a]pyrimidine-3-carboxamide O[C@@H]1[C@H](CCC1)NC(=O)C=1C=NN2C1N=C(C=C2NC)NC=2C(=NC=CC2)OC